FC(C1=CC=CC=2C=C(C(OC21)C(F)(F)F)C(=O)[O-])([2H])F 8-(difluoromethyl-d)-2-trifluoromethyl-2H-benzopyran-3-carboxylate